BrC1=C(\C=N\NC)C=CC(=C1OC)Br (E)-1-(2,4-dibromo-3-methoxybenzylidene)-2-methylhydrazine